trimethyl-(2,4-pentanedione) platinum [Pt].CC(C(CC(C)=O)=O)(C)C